C(C)(C)(C)C=1C=C(OC2=NC=NC(=N2)OC2=CC(=C(C(=C2)C(C)(C)C)O)C(C)(C)C)C=C(C1O)C(C)(C)C 4,6-di(3,5-di-tert-butyl-4-hydroxyphenoxy)-s-triazine